BrC=1C(=NC(=CC1)NC(=O)OC(C)(C)C)C(=O)O 3-bromo-6-((tert-butoxycarbonyl)amino)picolinic acid